N-(5-(2,2-dimethyl-2,3-dihydro-[1,4]dioxino[2,3-b]pyridin-6-yl)-4-((4-(5-methylpyridazin-4-yl)-6-(methylsulfonyl)pyridin-2-yl)amino)pyridin-2-yl)acetamide CC1(OC=2C(=NC(=CC2)C=2C(=CC(=NC2)NC(C)=O)NC2=NC(=CC(=C2)C2=CN=NC=C2C)S(=O)(=O)C)OC1)C